F[C@H]1[C@@]2(C=C[C@](C[C@H]1OC1=CC=C(N=N1)C1=C(C=C(C=C1)C1=CC(=NC=C1)OC)O)(N2C)C)C 2-(6-(((1S,2S,3R,5S)-2-fluoro-1,5,8-trimethyl-8-azabicyclo[3.2.1]oct-6-en-3-yl)oxy)pyridazin-3-yl)-5-(2-methoxypyridin-4-yl)phenol